OCCN(C1=CC=C(C=N1)CNC(=O)NC=1SC=C(N1)C(C)(C)C1=CC=C(C=C1)OC)C 1-((6-((2-hydroxyethyl)-(methyl)amino)pyridin-3-yl)methyl)-3-(4-(2-(4-methoxyphenyl)propan-2-yl)thiazol-2-yl)urea